The molecule is an organophosphate oxoanion obtained by deprotonation of diphosphate OH groups of (+)-kolavenyl diphosphate; major species at pH 7.3. It is a conjugate base of a (+)-kolavenyl diphosphate. It is an enantiomer of a (-)-kolavenyl diphosphate(3-). C[C@H]1CC[C@]2([C@H]([C@]1(C)CC/C(=C/COP(=O)([O-])OP(=O)([O-])[O-])/C)CCC=C2C)C